[C@H]12CN(C[C@H](CC1)N2)C=2C1=C(N=C(N2)OC[C@H]2N(CCC2)C)CN(CC1)C=1C=CC=C2C=CC=C(C12)CCCO 3-(8-(4-((1R,5S)-3,8-diazabicyclo[3.2.1]octan-3-yl)-2-(((S)-1-methylpyrrolidin-2-yl)methoxy)-5,8-dihydropyrido[3,4-d]pyrimidin-7(6H)-yl)naphthalen-1-yl)propan-1-ol